C(CCC)(=O)N1CC(CCC1)CNS(=O)(=O)C1=CC=C(C2=CC=CC=C12)NC(C1=C(C=CC=C1)C)=O N-(4-(N-((1-butyrylpiperidine-3-yl)methyl)sulfamoyl)naphthalen-1-yl)-2-methylbenzamide